C1(=CC=CC=C1)N1C2=CC=CC=C2C=2C=CC=C(C12)B1OC(C(O1)(C)C)(C)C 9-phenyl-1-(4,4,5,5-tetramethyl-1,3,2-dioxaborolan-2-yl)carbazole